C(CCC)NP(N)(N)=S N-n-butylthiophosphoric triamide